FC(C(=O)O)(F)F.OCCCN1C=CC2=NC(=CC(=C21)CN2CCCC2)C=2C=C1CN(C(C1=CC2)=O)C2C(NC(CC2)=O)=O 3-(5-(1-(3-hydroxypropyl)-7-(pyrrolidin-1-ylmethyl)-1H-pyrrolo[3,2-b]pyridin-5-yl)-1-oxoisoindolin-2-yl)piperidine-2,6-dione trifluoroacetate